BrCC(COC(CCCCCCCCCCCCCCC)=O)O.CC(CC=C)C 4-methyl-1-pentene 3-bromo-2-hydroxypropyl-palmitate